3-carbazolebutyric acid C1=CC(=CC=2C3=CC=CC=C3NC12)CCCC(=O)O